(2,6-dimethoxyphenyl)boronic acid COC1=C(C(=CC=C1)OC)B(O)O